N-(4-(4-amino-5-(4-((5-chloro-6-methylpyridin-2-yl)oxy)phenyl)-7-methyl-7H-pyrrolo[2,3-d]pyrimidin-6-yl)phenyl)acrylamide NC=1C2=C(N=CN1)N(C(=C2C2=CC=C(C=C2)OC2=NC(=C(C=C2)Cl)C)C2=CC=C(C=C2)NC(C=C)=O)C